CN([C@]1(CN(CCC1)C1=CC(=C(C(=C1)C)S(=O)(=O)NC1=NC=NC=C1)C)CCC1=CC(=CC=C1)C(F)(F)F)C (R)-4-(3-(dimethylamino)-3-(3-(trifluoromethyl)phenethyl)piperidin-1-yl)-2,6-dimethyl-N-(pyrimidin-4-yl)benzenesulfonamide